7-chloro-3-(2,6-dichloro-3,5-dimethoxyphenyl)-1-(3-morpholinopropyl)-1,6-naphthyridin-2(1H)-one ClC1=NC=C2C=C(C(N(C2=C1)CCCN1CCOCC1)=O)C1=C(C(=CC(=C1Cl)OC)OC)Cl